C(C)(C)(C)C1=CC=C(C=C1)CC(=O)N1CC2=C(N=C(NC2=O)C2(CC2)C2=CC=CC=C2)CC1 6-(2-(4-(tert-butyl)phenyl)acetyl)-2-(1-phenylcyclopropyl)-5,6,7,8-tetrahydropyrido[4,3-d]pyrimidin-4(3H)-one